NC1=C2C(=NC=N1)N(N=C2C2=CC=C(C=C2)OC2=CC=CC=C2)[C@H]2CN(CCC2)C(CCCCSC=2C(=C1C(N(C(C1=CC2)=O)C2C(NC(CC2)=O)=O)=O)F)=O 5-((5-((R)-3-(4-amino-3-(4-phenoxyphenyl)-1H-pyrazolo[3,4-d]pyrimidin-1-yl)piperidine-1-yl)-5-oxopentyl)thio)-2-(2,6-dioxopiperidin-3-yl)-4-fluoroisoindoline-1,3-dione